Tert-butyl 9-hydroxynonanoate OCCCCCCCCC(=O)OC(C)(C)C